FC(CN1CCC2(CCN(CC2)C(=O)OC(C)(C)C)CC1)F tert-butyl 9-(2,2-difluoroethyl)-3,9-diazaspiro[5.5]undecane-3-carboxylate